tert-butyl (4S)-4-(4-{2-[(1S)-6-(4-amino-3-methoxybenzenesulfonyl)-6-azaspiro[2.5]octan-1-yl]ethynyl}-1-oxo-3H-isoindol-2-yl)-4-carbamoylbutanoate NC1=C(C=C(C=C1)S(=O)(=O)N1CCC2(C[C@@H]2C#CC2=C3CN(C(C3=CC=C2)=O)[C@@H](CCC(=O)OC(C)(C)C)C(N)=O)CC1)OC